N-(1-(4-((5-chloro-4-((2-(dimethylphosphoryl)phenyl)amino)pyrimidin-2-yl)amino)-3-methoxyphenyl)piperidin-4-yl)-5-((2-(2,6-dioxopiperidin-3-yl)-1-oxoisoindolin-4-yl)amino)pentanamide ClC=1C(=NC(=NC1)NC1=C(C=C(C=C1)N1CCC(CC1)NC(CCCCNC1=C2CN(C(C2=CC=C1)=O)C1C(NC(CC1)=O)=O)=O)OC)NC1=C(C=CC=C1)P(=O)(C)C